(1R,2S)-2-[(5R)-5H-imidazo[4,3-a]isoindol-5-yl]-7-methanesulfonyl-7-azaspiro[3.5]nonan-1-ol C=1N=CN2C1C1=CC=CC=C1[C@H]2[C@H]2[C@H](C1(C2)CCN(CC1)S(=O)(=O)C)O